C(CCCCCCCCCCCCCCCCC)N1C(=C(C(C=C1)=O)OCC1=CC=C(C=C1)OC)CC N-octadecyl-2-ethyl-3-(4-methoxybenzyloxy)-pyridin-4-one